O1C(=NC2=C1C=CC=C2)C21CCC(CC2)(CC1)CNC(OCC1=CC=CC=C1)=O benzyl {[4-(1,3-benzoxazol-2-yl)bicyclo[2.2.2]octan-1-yl]methyl}carbamate